(R)-N-(1-(2-chloro-3-methylphenyl)-1,4,5,7-tetrahydropyrano[3,4-c]pyrazol-4-yl)-4,5-dimethylpicolinamide ClC1=C(C=CC=C1C)N1N=CC2=C1COC[C@@H]2NC(C2=NC=C(C(=C2)C)C)=O